N7-(5-methyl-1H-pyrazol-3-yl)-N-((1R,3s,5S)-9-(pyridin-3-ylsulfonyl)-9-azabicyclo[3.3.1]nonan-3-yl)-1,6-naphthyridine-5,7-diamine CC1=CC(=NN1)NC=1N=C(C=2C=CC=NC2C1)NC1C[C@H]2CCC[C@@H](C1)N2S(=O)(=O)C=2C=NC=CC2